FC(C1=CC=C(OC2=C3CCN(CC3=CC=C2)C(=O)[C@@H]2CN(CC2)C(C=C)=O)C=C1)(F)F (S)-1-(3-(5-(4-(trifluoro-methyl)phenoxy)-1,2,3,4-tetrahydroisoquinoline-2-carbonyl)pyrrolidin-1-yl)prop-2-en-1-one